(R)-2-(5-((4-((1-(3-amino-5-(trifluoromethyl)phenyl)ethyl)amino)-2-methylquinazolin-6-yl)(methyl)amino)-2-Hydroxyphenyl)-N,N-dimethylacetamide formate C(=O)O.NC=1C=C(C=C(C1)C(F)(F)F)[C@@H](C)NC1=NC(=NC2=CC=C(C=C12)N(C=1C=CC(=C(C1)CC(=O)N(C)C)O)C)C